C(C)OC(=O)[C@@H]1[C@@](C1)(F)C1=C(C=C(C=C1)Cl)C1=C(C=CC=C1F)F.C(=O)(OCC1C2=CC=CC=C2C2=CC=CC=C12)N1C(N=CC2=CC=CC=C12)=O |o1:5,6| N-FMOCquinazolinone ethyl-(1R*,2R*)-2-(5-chloro-2',6'-difluoro[1,1'-biphenyl]-2-yl)-2-fluorocyclopropane-1-carboxylate